ClC=1C=CC=C2C=CC=C(C12)C=1C(=CC=2C3=C(C(=NC2C1F)N1CC(C1)(C)N(C)C)N=CN3C3C[C@H](N(CC3)C(=O)OC(C)(C)C)CC#N)C tert-butyl (2S)-4-(7-(8-chloronaphthalen-1-yl)-4-(3-(dimethylamino)-3-methylazetidin-1-yl)-6-fluoro-8-methyl-1H-imidazo[4,5-c]quinolin-1-yl)-2-(cyanomethyl)piperidine-1-carboxylate